(1r,4r)-4-(pyrrolidin-1-yl)cyclohexan-1-amine N1(CCCC1)C1CCC(CC1)N